FC(OCC1C=C(CN1)C=1C(=C(C(=CC1)O)N1CC(NS1(=O)=O)=O)F)F 5-(3-(5-((difluoromethoxy)methyl)-2,5-dihydro-1H-pyrrol-3-yl)-2-fluoro-6-hydroxyphenyl)-1,2,5-thiadiazolidin-3-one 1,1-dioxide